4-(2-{[(2R,7aS)-2-fluoro-hexahydro-1H-pyrrolizin-7a-yl]methoxy}-6-chloro-4-{3,8-diazabicyclo[3.2.1]octan-3-yl}-8-fluoroquinazolin-7-yl)naphthalen-2-ol F[C@@H]1C[C@@]2(CCCN2C1)COC1=NC2=C(C(=C(C=C2C(=N1)N1CC2CCC(C1)N2)Cl)C2=CC(=CC1=CC=CC=C21)O)F